N,N-diethyl-2-chloropropionamide C(C)N(C(C(C)Cl)=O)CC